1-(1',4-dimethyl-1-phenyl-1H,1'H-[3,4'-bipyrazol]-5-yl)-3-((3S,4R)-4-(3,5-difluorophenyl)-1-(2-methoxyethyl)pyrrolidin-3-yl)urea CN1N=CC(=C1)C1=NN(C(=C1C)NC(=O)N[C@@H]1CN(C[C@H]1C1=CC(=CC(=C1)F)F)CCOC)C1=CC=CC=C1